ClC1=C(C2=C(C=3C(=NC(=NC13)SCC)NCC1=NN=C(N1)C(F)F)COC2)C2=CC=C(C=1SC(=C(C12)C#N)NC(OC(C)(C)C)=O)F tert-Butyl (4-(5-chloro-1-(((5-(difluoromethyl)-4H-1,2,4-triazol-3-yl)methyl)amino)-3-(ethylthio)-7,9-dihydrofuro[3,4-f]quinazolin-6-yl)-3-cyano-7-fluorobenzo[b]thiophen-2-yl)carbamate